N-(5-(5-(cyanomethyl)-4,5,6,7-tetrahydrothiazolo[5,4-c]pyridin-2-yl)-4-((2-(1,1-difluoroethyl)-6-methylpyrimidin-4-yl)amino)pyridin-2-yl)acetamide C(#N)CN1CC2=C(CC1)N=C(S2)C=2C(=CC(=NC2)NC(C)=O)NC2=NC(=NC(=C2)C)C(C)(F)F